3-(2-bromo-4-chlorophenyl)-1-(oxazolidin-2-yl)-1,2,4-triazole BrC1=C(C=CC(=C1)Cl)C1=NN(C=N1)C1OCCN1